10-(((2S,3R)-3-ethyl-5-oxopyrrolidin-2-yl)methoxy)pyrazolo[5,1-a]isoquinoline-5-carboxamide C(C)[C@H]1[C@H](NC(C1)=O)COC=1C=CC=C2C=C(N3C(C12)=CC=N3)C(=O)N